C1(CCCCC1)C=1C=C(C=C(C1)C1CCCCC1)N(C1=CC=C(C(=O)O)C=C1)CC(C)C 4-((3,5-dicyclohexylphenyl)(isobutyl)amino)benzoic acid